monoaminoiron N[Fe]